3-(4,4-difluorohexahydropyridin-1-yl)aniline FC1(CCN(CC1)C=1C=C(N)C=CC1)F